BrC1=C(C=C(C=C1)S(=O)(=O)N1CC(C1)CO)C (1-((4-bromo-3-methylphenyl)sulfonyl)azetidin-3-yl)methanol